C(C)NC=1NC(C=2N=CN([C@H]3C[C@H](O)[C@@H](CO)O3)C2N1)=O 2'-deoxy-N-ethylguanosine